ClC=1C=CC(=C(C1)C1=CC(=CN=N1)NC1=CC=NC2=CC(=CC=C12)OCCN1CCN(CC1)CCN(CCO)CCO)F 2-{[2-(4-{2-[(4-{[6-(5-Chloro-2-Fluorophenyl)Pyridazin-4-yl]Amino}Quinolin-7-yl)Oxy]Ethyl}Piperazin-1-yl)Ethyl](2-Hydroxyethyl)Amino}Ethan-1-ol